C(C)OC(NC1=C(C=C(C=C1C)NCC1=CC=C(C=C1)C(F)(F)F)N)=O [2-Amino-6-methyl-4-(4-trifluoromethylbenzylamino)-phenyl]-carbamic acid ethyl ester